6-Bromo-8-(but-3-en-1-yloxy)-2-methylimidazo[1,2-a]pyrazine BrC=1N=C(C=2N(C1)C=C(N2)C)OCCC=C